F[C@@H]1C[C@@]2(CCCN2C1)COC=1C=C2C(=C(N=CC2=C(N1)N1CCC1)C1=CC(=CC2=CC=C(C(=C12)C#C)F)O)F 4-(6-{[(2R,7aS)-2-fluoro-hexahydropyrrolizin-7a-yl]methoxy}-8-(azetidin-1-yl)-4-fluoro-2,7-naphthyridin-3-yl)-5-ethynyl-6-fluoronaphthalen-2-ol